N2-((R)-1-cyclopropylethyl)-N4-((S)-1-phenylethyl)-6-(6-(trifluoromethyl)pyridin-2-yl)-1,3,5-triazine-2,4-diamine C1(CC1)[C@@H](C)NC1=NC(=NC(=N1)N[C@@H](C)C1=CC=CC=C1)C1=NC(=CC=C1)C(F)(F)F